1-[3-(4-Bromo-2-methyl-2H-pyrazol-3-yl)-4-(3-dimethylamino-propoxy)-phenyl]-3-(2-chloro-phenyl)-urea BrC1=C(N(N=C1)C)C=1C=C(C=CC1OCCCN(C)C)NC(=O)NC1=C(C=CC=C1)Cl